[bis(pentafluorobenzoyloxy)iodo]benzene FC1=C(C(=C(C(=C1C(=O)OI(OC(C1=C(C(=C(C(=C1F)F)F)F)F)=O)C1=CC=CC=C1)F)F)F)F